The molecule is a D-mannosyl-D-glyceric acid where an alpha-D-mannosyl residue is attached at the 2-position. It has a role as an Escherichia coli metabolite. It derives from an alpha-D-mannose. It is a conjugate acid of a 2-(alpha-D-mannosyl)-D-glycerate. C([C@@H]1[C@H]([C@@H]([C@@H]([C@H](O1)O[C@H](CO)C(=O)O)O)O)O)O